C(C)(=O)N1CCC(CC1)NCC1=C(C(=NC=C1)NC=1C(=C(C=CC1)C1=C(C(=NC=C1)C1=CC(=C(CNCC2CCC(N2)=O)C=C1)OC(F)F)Cl)Cl)F 5-(((4-(4-(3-((4-(((1-acetylpiperidin-4-yl)amino)methyl)-3-fluoropyridin-2-yl)amino)-2-chlorophenyl)-3-chloropyridin-2-yl)-2-(difluoromethoxy)benzyl)amino)methyl)pyrrolidin-2-one